Bismuth salicylic acid C(C=1C(O)=CC=CC1)(=O)O.[Bi]